C(C)(=O)O[C@H]1[C@H](O)O[C@@H]([C@H]([C@@H]1OC(C)=O)OC(C)=O)C(=O)OC(C)C Isopropyl 2,3,4-tri-O-acetyl-β-D-glucopyranosuronate